CN1CC(C(C1)C(=O)O)C(=O)O 1-methylpyrrolidine-3,4-dicarboxylic acid